methyl 4-(5-bromopyridin-3-yl)-4-oxobutanoate BrC=1C=C(C=NC1)C(CCC(=O)OC)=O